ClCCCC=O 4-CHLORO-BUTYRALDEHYDE